4'-Chloro-5'-(4-(((tetrahydro-2H-pyran-4-yl)oxy)methyl)phenyl)-1',2'-dihydrospiro[cyclopentane-1,3'-pyrrolo[2,3-b]pyridin] ClC1=C2C(=NC=C1C1=CC=C(C=C1)COC1CCOCC1)NCC21CCCC1